BrC=1C(=C(C#N)C=CC1)N1CCC(CC1)N1C=NC=C1 3-bromo-2-[4-(imidazol-1-yl)piperidin-1-yl]benzonitrile